Calcium Spirobifluorene C12(C=CC=C3C4=CC=CC=C4C=C13)C=CC=C1C3=CC=CC=C3C=C12.[Ca]